O=C1NC(CCC1N1C(C2=CC=C(C=C2C1=O)N1CCC(CC1)(F)CN1CCC(CC1)C=O)=O)=O 1-((1-(2-(2,6-dioxopiperidin-3-yl)-1,3-dioxoisoindolin-5-yl)-4-fluoropiperidin-4-yl)methyl)piperidine-4-carbaldehyde